1-(5-chloro-2-hydroxyphenyl)-3-(dimethylamino)prop-2-en-1-one ClC=1C=CC(=C(C1)C(C=CN(C)C)=O)O